((3s,5s)-tert-butyl 1-(2-amino-5-(4-cyanopyridin-3-yl) phenyl)-5-(hydroxymethyl) pyrrolidin-3-yl) carbamate C(N)(O[C@@H]1C(N([C@@H](C1)CO)C1=C(C=CC(=C1)C=1C=NC=CC1C#N)N)C(C)(C)C)=O